{5-[(4-bromo-2-fluorophenyl)amino]-4-methylpyridin-3-yl}methanol BrC1=CC(=C(C=C1)NC=1C(=C(C=NC1)CO)C)F